OCCNC(NCCO)=O di(hydroxyethyl)urea